2-sulfonyl-3-chlorotrifluorotoluene S(=O)(=O)=C1C(C(F)(F)F)C=CC=C1Cl